C1OCCC2=CC=C(C=C12)C=1NC(C=2N(C1)N=C(C2)C(=O)N[C@H](C)C=2C=NC(=CC2)OC)=O 6-(3,4-Dihydro-1H-isochromen-7-yl)-N-[(1R)-1-(6-methoxypyridin-3-yl)ethyl]-4-oxo-4,5-dihydropyrazolo[1,5-a]pyrazine-2-carboxamide